1-(4-(4,4,5,5-tetramethyl-1,3,2-dioxaborolan-2-yl)benzyl)piperidin-4-ol CC1(OB(OC1(C)C)C1=CC=C(CN2CCC(CC2)O)C=C1)C